FC1=NC=CC(=C1)N1C[C@H](N(CC1)C(=O)O[C@H](C)C1=CC(=CC=C1)OC)C (R)-1-(3-Methoxyphenyl)ethyl (R)-4-(2-fluoropyridin-4-yl)-2-methylpiperazine-1-carboxylate